CC1=C(C=CC=C1)N1N=NC(=C1)CO[C@@H]([C@@](CN1N=CN=C1)(O)C1=C(C=C(C=C1)F)F)C (2R,3R)-3-((1-(2-methylphenyl)-1H-1,2,3-triazol-4-yl)-methoxy)-2-(2,4-difluorophenyl)-1-(1H-1,2,4-triazol-1-yl)butan-2-ol